C1(CC1)NC1(CCOCC1)C#N 4-(cyclopropylamino)tetrahydro-2H-pyran-4-carbonitrile